B([2H])([2H])[2H] borane-d3